FC(C1=C2CN(C(C2=CC(=C1)CN1C[C@H](CCC1)C)=O)C1=C2N=CC=NC2=CC(=C1)C1(CC(C1)C)C1=NN=CN1C)F (S)-4-(difluoromethyl)-2-(7-(3-methyl-1-(4-methyl-4H-1,2,4-triazol-3-yl)cyclobutyl)quinoxalin-5-yl)-6-((3-methylpiperidin-1-yl)methyl)isoindol-1-one